1-(1-aminocyclopropyl)but-3-en-1-ol hydrochloride Cl.NC1(CC1)C(CC=C)O